The molecule is a branched hexasaccharide consisting of alpha-D-Man at the reducing end having alpha-D-Gal-(1->2)-alpha-D-Gal-(1->6)-alpha-D-Gal and alpha-D-Man-(1->2)-alpha-D-Man groups attached at the 3- and 6-positions respectively. C([C@@H]1[C@H]([C@@H]([C@@H]([C@H](O1)O[C@H]2[C@H]([C@@H]([C@H](O[C@@H]2OC[C@@H]3[C@H]([C@@H]([C@@H]([C@H](O3)O)O)O[C@@H]4[C@@H]([C@H]([C@H]([C@H](O4)CO[C@@H]5[C@@H]([C@H]([C@H]([C@H](O5)CO)O)O)O[C@@H]6[C@@H]([C@H]([C@H]([C@H](O6)CO)O)O)O)O)O)O)O)CO)O)O)O)O)O)O